1-Phenylpentane C1(=CC=CC=C1)CCCCC